OC1CC(N(CC1)C(=O)OCCCC)(C)C butyl 4-hydroxy-2,2-dimethylpiperidine-1-carboxylate